CC1=CC=C(C(=N1)O)C1=NN=C(C2=CC=CC=C12)N[C@H]1CN(CCC1)C (R)-6-methyl-3-(4-((1-methylpiperidin-3-yl)amino)phthalazin-1-yl)pyridin-2-ol